[Si](C)(C)(C(C)(C)C)OCC=1C=CC2=C(C1)OCC=1N=CSC12 7-(((tert-Butyldimethylsilyl)oxy)methyl)-4H-chromeno[3,4-d]thiazole